O1COC=2C1=CC=1C(=NC=NC1C2)OC2=CC=C(C=C2)N2C(N(CC2=O)C=2C=NC=C(C2)C(F)(F)F)=O 3-[4-([1,3]dioxolo[4,5-g]quinazolin-8-yloxy)phenyl]-1-[5-(trifluoromethyl)-3-pyridinyl]-2,4-imidazolidinedione